ClC=1C=CC(=C(C1)[C@H]1C[C@H](C1)NC(=O)C=1N=NN(C1)[C@@H](C)C=1C=NC(=C(C1C)O)N1C([C@@H]2C[C@@H]2C1)=O)C#N N-((cis)-3-(5-chloro-2-cyanophenyl)cyclobutyl)-1-((S)-1-(5-hydroxy-4-methyl-6-((1R,5S)-2-oxo-3-azabicyclo[3.1.0]hexan-3-yl)pyridin-3-yl)ethyl)-1H-1,2,3-triazole-4-carboxamide